B(O)(O)CCCC[C@](N)(C(=O)O)CCN(CC)CC 6-borono-2-[2-(diethylamino)ethyl]norleucine